CN1C(C(=C(C2=CC=CC=C12)N1CCC(CC1)C=1C=C2C=CC(=NC2=CC1)C)C#N)=O 1-Methyl-4-[4-(2-methylquinolin-6-yl)piperidin-1-yl]-2-oxo-1,2-dihydroquinolin-3-carbonitrile